FC=1C=C2CCCN(C2=CC1)C(=O)C=1C=C(C=2N(N1)C=CN2)C (6-fluoro-3,4-dihydro-2H-quinolin-1-yl)-(8-methylimidazo[1,2-b]pyridazin-6-yl)methanone